NCC1([C@H]2CN(C[C@@H]12)C(=O)OC(C)(C)C)C1=NC(=CC=C1)Cl tert-butyl (1R,5S,6r)-6-(aminomethyl)-6-(6-chloropyridin-2-yl)-3-azabicyclo[3.1.0]hexane-3-carboxylate